COC(CC)OC(C)=O 1-methoxypropylacetate